2-ETHYL-6-METHYL-4-PYRIDINECARBOXALDEHYDE C(C)C1=NC(=CC(=C1)C=O)C